1-(2-Aminoethyl)silanetriol NCC[Si](O)(O)O